1-(Bromomethyl)-4-methylbenzene BrCC1=CC=C(C=C1)C